C1(=CC=CC=C1)[C@H]1CCC2=NC3=C(N21)C=C(C=C3)C=3C=CC(=NC3)N3CCN(CC3)C(=O)OC(C)(C)C |o1:6| tert-butyl 4-[5-[(1R or S)-1-phenyl-2,3-dihydro-1H-pyrrolo[1,2-a]benzimidazol-7-yl]-2-pyridyl]piperazine-1-carboxylate